C(=O)O.C(#N)C=1C(=NC=C(C1C1=CC(=C(C=C1)C#N)F)C1=CC(=C(C=C1)OC)O)N1CCC(CC1)(C)NCC1=CC=C(C=C1)/C=C/C(=O)NO (E)-3-(4-(((1-(3-Cyano-4-(4-cyano-3-fluorophenyl)-5-(3-hydroxy-4-methoxyphenyl)pyridin-2-yl)-4-methyl-piperidin-4-yl)amino)methyl)phenyl)-N-hydroxyacryl-amide formate